3,3,3-trifluoro-2,2-dimethylpropanamide FC(C(C(=O)N)(C)C)(F)F